CN(C1CCC(CC1)OC1=CC2=C(C(NCCO2)=O)C=C1)C1COC1 8-[4-[methyl(oxetan-3-yl)amino]cyclohexoxy]-2,3-dihydro-1,4-benzoxazepin-5-one